The molecule is a 2,3-dihydro-3-hydroxyanthranilic acid zwitterion, obtained by transfer of a proton from the carboxylic acid group to the amino group of (2S,3S)-2,3-dihydro-3-hydroxyanthranilic acid. It is an enantiomer of a (2R,3R)-2,3-dihydro-3-hydroxyanthranilic acid zwitterion. It is a tautomer of a (2S,3S)-2,3-dihydro-3-hydroxyanthranilic acid. C1=C[C@@H]([C@H](C(=C1)C(=O)[O-])[NH3+])O